N-((S)-1-(((S)-1-cyano-2-((S)-2-oxopyrrolidin-3-yl)ethyl)amino)-3-cyclobutyl-1-oxopropan-2-yl)-4-methoxy-1H-indole-2-carboxamide C(#N)[C@H](C[C@H]1C(NCC1)=O)NC([C@H](CC1CCC1)NC(=O)C=1NC2=CC=CC(=C2C1)OC)=O